N-(3-ethyl-6-methoxybenzo[d]isoxazol-5-yl)thiophene-2-sulfonamide C(C)C1=NOC2=C1C=C(C(=C2)OC)NS(=O)(=O)C=2SC=CC2